C(C)OC(=O)C=1C=NN(C1N)C1=CC(=CC=C1)Br 1-(3-bromophenyl)-5-amino-1H-pyrazole-4-carboxylic acid ethyl ester